C(C(C)C)O[2H] isobutanol-d